C(C)C=1C=C(C=C(C(=O)OCC(C)C)C#N)C=CC1 isobutyl 3-ethyl-α-cyanocinnamate